BrC=1C(=C2CCN(CC2=CC1)C(C(F)(F)F)=O)Cl 1-(6-bromo-5-chloro-3,4-dihydro-1H-isoquinolin-2-yl)-2,2,2-trifluoroethanone